4-amino-1-(4-ethylphenyl)-2-oxo-7-(trifluoromethyl)-1,2-dihydroquinoline-3-carboxylic acid methyl ester COC(=O)C=1C(N(C2=CC(=CC=C2C1N)C(F)(F)F)C1=CC=C(C=C1)CC)=O